S1N=NC(=C1)N 1,2,3-thiadiazol-4-amine